C(C1=CC=CC=C1)C1C(NCC(N1)=O)=O 3-benzyl-2,5-piperazinedione